BrC=1C=C(C=2N(C1)N=CC2C#N)SC2=C(C=CC=C2)C#N 6-bromo-4-(2-cyanophenyl)sulfanyl-pyrazolo[1,5-a]pyridine-3-carbonitrile